ClC=1C=C(C=CC1C(=O)N1CCN(CC1)C(=O)[C@@H]1CNCCC1)NC(=O)C=1N(C(=CN1)C1=C(C(=C(C=C1)OCC#N)F)F)C N-[3-chloro-4-[4-[(3S)-piperidine-3-carbonyl]piperazine-1-carbonyl]phenyl]-5-[4-(cyanomethoxy)-2,3-difluoro-phenyl]-1-methyl-imidazole-2-carboxamide